6-(2-(6-aminopyridin-3-yl)vinyl)-N-(2-(2-cyano-4,4-difluoropyrrolidin-1-yl)-2-oxoethyl)quinoline-4-carboxamide NC1=CC=C(C=N1)C=CC=1C=C2C(=CC=NC2=CC1)C(=O)NCC(=O)N1C(CC(C1)(F)F)C#N